trimethyl-oxysilane CO[SiH](OC)OC